2-FLUORO-OXAZOLE-4-CARBOXYLIC ACID FC=1OC=C(N1)C(=O)O